N-[3-chloro-4-[[1-[(2S,4R)-4-hydroxypyrrolidine-2-carbonyl]-4-piperidyl]carbamoyl]phenyl]-5-(2,3-difluoro-4-methoxy-phenyl)-1-methylimidazole-2-carboxamide ClC=1C=C(C=CC1C(NC1CCN(CC1)C(=O)[C@H]1NC[C@@H](C1)O)=O)NC(=O)C=1N(C(=CN1)C1=C(C(=C(C=C1)OC)F)F)C